4-Allylbenzol C(C=C)C1=CC=CC=C1